7-(cyclopentylamino)-5-fluoro-2-(4-piperidinylsulfanylmethyl)-3H-quinazolin-4-one C1(CCCC1)NC1=CC(=C2C(NC(=NC2=C1)CSC1CCNCC1)=O)F